(2,6-Difluorobenzyl)-1H-1,2,3-triazole-4-carboxamide FC1=C(CN2N=NC(=C2)C(=O)N)C(=CC=C1)F